C(C1=CC=CC=C1)ON1C(CCC1C)=O 1-benzyloxy-5-methyl-pyrroline-2(3H)-one